bis(2,6-difluorophenyl)aluminum chloride FC1=C(C(=CC=C1)F)[Al](C1=C(C=CC=C1F)F)Cl